NC=1C=C(C=C(C1)C(F)(F)F)[C@@H](C)NC=1C2=C(N=C(N1)C)N=C(C(=C2)C(=O)N(C)C)N2C1CCC2CC1 (R)-4-(1-(3-amino-5-(trifluoromethyl)phenyl)ethylamino)-7-(7-azabicyclo[2.2.1]heptan-7-yl)-N,N,2-trimethylpyrido[2,3-d]pyrimidine-6-carboxamide